(tert-Butyldimethylsilanyloxy)propan-1-ol [Si](C)(C)(C(C)(C)C)OC(CC)O